Cl.N1(CCNCC1)C=1N=CC=2N=CN=C(C2N1)N 6-(piperazin-1-yl)pyrimido[5,4-d]pyrimidin-4-amine hydrochloride